ClC1=NC(=NC=C1N1N=CC(=C1)C(F)(F)F)C(=O)[O-] 4-chloro-(4-(trifluoromethyl)-1H-pyrazol-1-yl)pyrimidine-2-carboxylate